[C@@H]1([C@H](O)[C@@H](O)[C@@H](O1)CO)O[C@@H]1[C@H]([C@H](O)O[C@@H]([C@H]1O)C(=O)O)O alpha-L-arabinofuranosyl-(1→3)-beta-D-glucuronic acid